5-(2-butyloctanoyloxy)pentanoic acid C(CCC)C(C(=O)OCCCCC(=O)O)CCCCCC